N-[4-(2,4-difluorophenoxy)-3-[1-methyl-6-oxo-5-(trifluoromethyl)pyridin-3-yl]phenyl]ethanesulfonamide FC1=C(OC2=C(C=C(C=C2)NS(=O)(=O)CC)C2=CN(C(C(=C2)C(F)(F)F)=O)C)C=CC(=C1)F